(S)-4-methyl-3-(methylsulfonyl)-N-((2-(2-(pyridin-4-yl)morpholino)-1,6-naphthyridin-7-yl)methyl)benzamide CC1=C(C=C(C(=O)NCC2=NC=C3C=CC(=NC3=C2)N2C[C@@H](OCC2)C2=CC=NC=C2)C=C1)S(=O)(=O)C